CC1=C(C=C(C(=C1)[N+](=O)[O-])C)N=S(=O)(C1=CC=CC=C1)CCC(C)C ((2,5-Dimethyl-4-nitrophenyl)imino)(isopentyl)(phenyl)-λ6-sulfanone